NC1=NC(=CC(=C1)Cl)Cl 2-amino-4,6-dichloropyridine